C[C@H]1CN(CCN1)C=O (3(S)-methyl-piperazin-1-yl)-methanone